C[C@H]1[C@H]([C@H]([C@@H]([C@@H](O1)O[C@@H]2[C@H]([C@H]([C@H](O[C@H]2O[C@H]3[C@H](O[C@H]([C@@H]([C@H]3O)O)O)CO)CO)O)O[C@@H]4[C@@H]([C@H]([C@H]([C@H](O4)CO)O)O)NC(=O)C)O)O)O The molecule is a branched amino tetrasaccharide consisting of beta-D-galactose at the reducing end having an N-acetyl-alpha-D-galactosaminyl-(1->3)-[alpha-L-fucosyl-(1->2)]-beta-D-galactosyl moiety attached at the 4-position. It is an amino tetrasaccharide and a galactosamine oligosaccharide.